7-fluoro-4-methyl-inden FC=1C=CC(=C2C=CCC12)C